1-(4-chloro-5-(2,2,2-trifluoroethyl)-5H-pyrido[4',3':4,5]-pyrrolo[3,2-d]pyrimidin-8-yl)-N-methylmethanamine ClC=1C2=C(N=CN1)C1=C(N2CC(F)(F)F)C=NC(=C1)CNC